N[C@H](C=O)[C@@H](O)[C@H](O)[C@H](O)CO 2-amino-2-deoxymannose